tert-butyl 2-bromo-2'-phenyl-spiro[4,5-dihydrothieno[2,3-c]pyran-7,4'-piperidine]-1'-carboxylate BrC1=CC2=C(S1)C1(CC(N(CC1)C(=O)OC(C)(C)C)C1=CC=CC=C1)OCC2